3-chloro-6,7-dihydro-5H-pyrrolo[2,1-C][1,2,4]triazole ClC=1N2C(=NN1)CCC2